[3-(4-bromo-5-cyano-6-thiophen-2-yl-pyrimidin-2-ylsulfanylmethyl)-phenyl]-acetic acid BrC1=NC(=NC(=C1C#N)C=1SC=CC1)SCC=1C=C(C=CC1)CC(=O)O